5-fluoro-4-(3-oxo-5,6,7,8-tetrahydro[1,2,4]triazolo[4,3-a]pyridin-2(3H)-yl)-2-{[(2S)-1,1,1-trifluoropropan-2-yl]oxy}-N-(2,4,6-trimethylpyridin-3-yl)benzamide FC=1C(=CC(=C(C(=O)NC=2C(=NC(=CC2C)C)C)C1)O[C@H](C(F)(F)F)C)N1N=C2N(CCCC2)C1=O